CN(C)CC1(CC1)COC=1N=C(C2=C(N1)CN(C2)C(=O)C2=CC(=CC1=CC=CC(=C21)I)O)N2CC(CCC2)F (2-((1-((dimethylamino)methyl)cyclopropyl)methoxy)-4-(3-fluoropiperidin-1-yl)-5,7-dihydro-6H-pyrrolo[3,4-d]pyrimidin-6-yl)(3-hydroxy-8-iodonaphthalen-1-yl)methanone